ClC1=NC(=NC(=C1)O[C@H]1COC[C@H]1F)S(=O)(=O)C 4-chloro-6-(((3S,4R)-4-fluorotetrahydrofuran-3-yl)oxy)-2-(methylsulfonyl)pyrimidine